Methyl (4S)-3-{[1-(4-methoxyphenyl)cyclohexyl]carbonyl}-1,3-thiazolidine-4-carboxylate 1,1-dioxide COC1=CC=C(C=C1)C1(CCCCC1)C(=O)N1CS(C[C@@H]1C(=O)OC)(=O)=O